5-hydroxydodecanoic acid OC(CCCC(=O)O)CCCCCCC